2-amino-6-borono-2-(2-(2-(4-chlorobenzyl)-1,2,3,4-tetrahydroisoquinolin-3-yl)ethyl)hexanoic acid NC(C(=O)O)(CCCCB(O)O)CCC1N(CC2=CC=CC=C2C1)CC1=CC=C(C=C1)Cl